COC1=CC=C(C=C1)C1=NOC(=N1)N1CCN(CC1)C(=O)NCC1CN(CC1)C1=CC=CC=C1 4-(3-(4-Methoxyphenyl)-1,2,4-oxadiazol-5-yl)-N-((1-phenylpyrrolidin-3-yl)methyl)piperazine-1-carboxamide